O=CC(=O)[C@@](N)(CC(C)C)C(=O)O (S)-2-(2-oxoacetyl)-L-leucine